COCOC1=C(C=CC(=C1)N1N=NC=C1C)B(O)O [2-(methoxymethoxy)-4-(5-methyltriazol-1-yl)phenyl]boronic acid